(R)-tert-Butyl 1-(3-methyl-2,6-dioxo-2,3,6,7-tetrahydro-1H-purin-8-yl)-2-(pyridin-4-yl)ethylcarbamate CN1C(NC(C=2NC(=NC12)[C@@H](CC1=CC=NC=C1)NC(OC(C)(C)C)=O)=O)=O